((bis(pyridin-2-ylmethyl)amino)methyl)-N-ethyl-N-((2S,3R,4R,5R)-2,3,4,5,6-pentahydroxyhexyl)nicotinamide N1=C(C=CC=C1)CN(CC1=NC=CC=C1)CC1=C(C(=O)N(C[C@@H]([C@H]([C@@H]([C@@H](CO)O)O)O)O)CC)C=CC=N1